C(C)(C)(C)OC(=O)C12CC(CC(CC1)N2)(C(=O)O)O (tert-Butoxycarbonyl)-3-hydroxy-8-azabicyclo[3.2.1]octane-3-carboxylic acid